Cl.FC=1C=C(C=CC1)[C@H](CNC(C[C@@H]1CC(NC1)=O)(C)C)O (R)-4-(2-(((R)-2-(3-Fluorophenyl)-2-hydroxyethyl)amino)-2-methyl-propyl)pyrrolidin-2-one hydrochloride